C(C)(C)(C)OC(=O)N1CC=2C(CC1)=NN(C2C2=C(C=C(C(=C2)F)NC(=O)N)F)C2=C(C=CC=C2CC)CC 2-(2,6-diethylphenyl)-3-(2,5-difluoro-4-ureidophenyl)-2,4,6,7-tetrahydro-5H-pyrazolo[4,3-C]pyridine-5-carboxylic acid tert-butyl ester